Cl.C1CC12NCCC(C2)C(=O)OC methyl 4-azaspiro[2.5]octane-7-carboxylate hydrochloride